benzyl (R)-2-(benzyloxy)-4-(N-(4-cyclohexylbenzyl)azetidine-2-carboxamido)benzoate C(C1=CC=CC=C1)OC1=C(C(=O)OCC2=CC=CC=C2)C=CC(=C1)N(C(=O)[C@@H]1NCC1)CC1=CC=C(C=C1)C1CCCCC1